(2R,3S,5R)-5-(6-amino-2-fluoro-9H-purin-9-yl)-2-ethynyl-2-((((((S)-1-(hexadecyloxy)-1-oxo-3-phenylpropan-2-yl)amino)(phenoxy)phosphoryl)oxy) methyl)tetrahydrofuran-3-yl icosanoate C(CCCCCCCCCCCCCCCCCCC)(=O)O[C@@H]1[C@](O[C@H](C1)N1C2=NC(=NC(=C2N=C1)N)F)(COP(=O)(OC1=CC=CC=C1)N[C@H](C(=O)OCCCCCCCCCCCCCCCC)CC1=CC=CC=C1)C#C